4-(4-Chlorophenyl)-2-(2,4-dichlorobenzyl)-5-methylimidazole ClC1=CC=C(C=C1)C=1N=C(NC1C)CC1=C(C=C(C=C1)Cl)Cl